BrC=1C(=CC2=C(N(C(N2CC)=O)CC)C1)NC(C(C)C1=CC=CC=C1)=O N-(6-bromo-1,3-diethyl-2-oxobenzimidazol-5-yl)-2-phenylpropanamide